(2R,6R)-4-(4-(6-Chloroimidazo[1,2-a]pyridin-3-yl)pyrimidin-2-yl)-2-methyl-6-(1H-pyrazol-4-yl)morpholine ClC=1C=CC=2N(C1)C(=CN2)C2=NC(=NC=C2)N2C[C@H](O[C@@H](C2)C=2C=NNC2)C